C1=C(C(=O)NC(=O)N1)CO 5-oxymethyluracil